BrC=1C(=NC2=CC=CC=C2C1OCCC1=CSC=C1)N bromo-4-(2-(thiophen-3-yl)ethoxy)quinolin-2-amine